N,N-diethyl-8-methyl-naphthalen-1-amine C(C)N(C1=CC=CC2=CC=CC(=C12)C)CC